C(C=C)(=O)OCCC[Si](CC)(CC)OCC acryloxypropyl-ethoxydiethylsilane